2-((2S)-2-(((2-(3-Chlorophenyl)-1-phenylethoxy)carbonyl)amino)-3-cyclohexylpropanamido)-3-(5,5-dimethyl-2-oxopyrrolidin-3-yl)propanoic acid ClC=1C=C(C=CC1)CC(OC(=O)N[C@H](C(=O)NC(C(=O)O)CC1C(NC(C1)(C)C)=O)CC1CCCCC1)C1=CC=CC=C1